2,4,5-collidine N1=C(C=C(C(=C1)C)C)C